tert-butyl 2-(4-(trifluoromethyl)cyclohexyl)-6-(((2-(1-(trifluoromethyl)cyclopropane-1-carbonyl)-2,6-diazaspiro[3.4]octan-8-yl)methoxy)methyl)benzoate FC(C1CCC(CC1)C1=C(C(=O)OC(C)(C)C)C(=CC=C1)COCC1CNCC12CN(C2)C(=O)C2(CC2)C(F)(F)F)(F)F